3-(trifluoromethyl)-4,5,6,7-tetrahydro-1H-indazole FC(C1=NNC=2CCCCC12)(F)F